(R)-4-(3-acetyl-2-oxoimidazolidin-1-yl)-3-(4-methylphenyl)-N-((R)-1-(4-cyanophenyl)ethyl)-4,5-dihydro-1H-pyrazol-1-carboxamide C(C)(=O)N1C(N(CC1)[C@H]1C(=NN(C1)C(=O)N[C@H](C)C1=CC=C(C=C1)C#N)C1=CC=C(C=C1)C)=O